ClC(C(C(F)(F)F)(F)F)Cl 3,3-dichloro-1,1,1,2,2-pentafluoropropane